7-(5-chloro-2-methoxy-3-pyridyl)-N-(4-hydroxynorbornan-1-yl)benzofuran-2-carboxamide ClC=1C=C(C(=NC1)OC)C1=CC=CC=2C=C(OC21)C(=O)NC21CCC(CC2)(C1)O